2-(3-ethylsulfonyl-5-trifluoromethyl-pyridin-2-yl)-3-methyl-6-pentafluoroethyl-3H-imidazo[4,5-b]pyridine 4-oxide C(C)S(=O)(=O)C=1C(=NC=C(C1)C(F)(F)F)C1=NC=2C(=[N+](C=C(C2)C(C(F)(F)F)(F)F)[O-])N1C